ClC=1C=C(CN2[C@@H](CCCC2)C(=O)O)C=CC1OCC=1C(=C(C=CC1)C1=C(C(=CC=C1)C=1OC(=NN1)CO)C)C (S)-1-(3-chloro-4-((3'-(5-(hydroxymethyl)-1,3,4-oxadiazol-2-yl)-2,2'-dimethyl-[1,1'-biphenyl]-3-yl)methoxy)benzyl)piperidine-2-carboxylic acid